C(C)(C)(C)P1COC2=C(C1C1=C(C=CC=C1OC)OC)C=CC=C2 3-tert.Butyl-4-(2,6-dimethoxyphenyl)-2H-1,3-benzoxaphosphine